(3-([1,1'-Biphenyl]-2-ylethynyl)-1H-indazol-5-yl)(4-(6-aminopyridin-3-yl)piperazin-1-yl)methanone C1(=C(C=CC=C1)C#CC1=NNC2=CC=C(C=C12)C(=O)N1CCN(CC1)C=1C=NC(=CC1)N)C1=CC=CC=C1